1,1,3,3-tetrakismethoxymethylurea COCN(C(=O)N(COC)COC)COC